2,3-bis(hydroxyamino)2,3-dimethylbutane ONC(C)(C(C)(C)NO)C